Cl.N1C(CCC12CNCCC2)=O 1,7-diazaspiro[4.5]decan-2-one hydrochloride